5-(4-((6-(3-ethylureido)pyrimidin-4-yl)methyl)piperidin-1-yl)-N,6-dimethylpicolinamide C(C)NC(NC1=CC(=NC=N1)CC1CCN(CC1)C=1C=CC(=NC1C)C(=O)NC)=O